CNS(=O)(=N)C N-methylmethanesulfonimidamide